[Ti].[Ir].[Pt] platinum iridium titanium